([3S]-3-(3,5-Difluorophenyl)isoxazolidin-2-yl)-(4-piperidyl)methanone TFA Salt OC(=O)C(F)(F)F.FC=1C=C(C=C(C1)F)[C@H]1N(OCC1)C(=O)C1CCNCC1